BrC(C(=O)[O-])(C)C 2-bromoisobutyrate